2-(diethylamino)-ethyl acrylate C(C=C)(=O)OCCN(CC)CC